CN1CCN(CC1)C1=CC=C(C=N1)CNC=1C2=C(N=CC1)NC=C2C=2C=C1C=CC=NC1=CC2 N-((6-(4-Methylpiperazin-1-yl)pyridin-3-yl)methyl)-3-(quinolin-6-yl)-1H-pyrrolo[2,3-b]pyridin-4-amine